O=C1NC(CCC1N1C(C2=CC=CC(=C2C1=O)N1CCN(CC1)C(CCC(=O)O)=O)=O)=O 4-(4-(2-(2,6-dioxopiperidin-3-yl)-1,3-dioxoisoindolin-4-yl)piperazin-1-yl)-4-oxobutanoic acid